3-(4-(((4-methoxyphenethyl)(thiazolo[5,4-b]pyridin-2-yl)amino)-methyl)phenyl)propiolic acid COC1=CC=C(CCN(C=2SC3=NC=CC=C3N2)CC2=CC=C(C=C2)C#CC(=O)O)C=C1